C1N(CC12CNC2)CC2=NOC(=N2)C(F)(F)F 3-(2,6-diazaspiro[3.3]heptan-2-ylmethyl)-5-(trifluoromethyl)-1,2,4-oxadiazole